C/C(=C/CO)/CCC=C(CC)C Z-3,7-dimethylnonan-2,6-dien-1-ol